3-benzyl-1-(trans-4-((5-cyano-4-(pyrrolidin-3-yl-amino)pyrimidin-2-yl)amino)cyclohexyl)-1-(5-(1-methyl-1H-pyrazol-4-yl)-pyridin-2-yl)urea trifluoroacetate FC(C(=O)O)(F)F.C(C1=CC=CC=C1)NC(N(C1=NC=C(C=C1)C=1C=NN(C1)C)[C@@H]1CC[C@H](CC1)NC1=NC=C(C(=N1)NC1CNCC1)C#N)=O